7-bromo-1-cyclopropyl-6-fluoro-8-methoxy-4-oxo-1,4-dihydroquinoline-3-carboxylic acid ethyl ester C(C)OC(=O)C1=CN(C2=C(C(=C(C=C2C1=O)F)Br)OC)C1CC1